C(C)C1C(C(=O)O)(O1)C1=CC=CC=C1.C1(CCCCCCCCC1)C=O Cyclodecanecarboxaldehyde ethyl-phenylglycidate